spiro[2.3]hexan-1-amine hydrochloride Cl.C1(CC12CCC2)N